ClC=1C=C(C=CC1F)NC(=O)C=1C(=C(N2CCCCC12)C(C(=O)NCC(C)(C)O)=O)C N-(3-chloro-4-fluorophenyl)-3-(2-((2-hydroxy-2-methylpropyl)amino)-2-oxoacetyl)-2-methyl-5,6,7,8-tetrahydroindolizine-1-carboxamide